5-[[2-[(2S,5R)-2-(2-methoxy-4-pyridyl)-5-methyl-1-piperidyl]-2-oxo-acetyl]amino]pyridine-3-carboxamide COC1=NC=CC(=C1)[C@H]1N(C[C@@H](CC1)C)C(C(=O)NC=1C=C(C=NC1)C(=O)N)=O